FC1(CN(CCC1N1CCC(CC1)O)C1=C(C=C(C=C1)[N+](=O)[O-])F)F 3',3'-difluoro-1'-(2-fluoro-4-nitrophenyl)-[1,4'-bipiperidin]-4-ol